2'-(2-Aminopyridin-4-yl)-3'-(4-fluorophenyl)-5'-methyl-1',7'-dihydrospiro[cyclopropane-1,6'-pyrrolo[3,2-c]pyridin]-4'(5'H)-one NC1=NC=CC(=C1)C1=C(C=2C(N(C3(CC2N1)CC3)C)=O)C3=CC=C(C=C3)F